C1CCC2=NC3=C(C(=C21)NC(=O)N=[S@@](=O)(N)C2=NN(C(=C2)C(C)(C)O)C2=CC=CC=C2)CCC3 (S)-N'-((1,2,3,5,6,7-hexahydrodicyclopenta[b,e]pyridin-8-yl)carbamoyl)-5-(2-hydroxypropan-2-yl)-1-phenyl-1H-pyrazole-3-sulfonimidamide